COC=1C(=NC=CC1C1=NC(=NS1)C)NC1=C(N=NC(=C1)NC(=O)[C@H]1[C@@H](C1)C)C(=O)NC([2H])([2H])[2H] 4-{[3-methoxy-4-(3-methyl-1,2,4-thiadiazol-5-yl)pyridin-2-yl]amino}-N-(2H3)methyl-6-[(1R,2R)-2-methylcyclopropaneamido]pyridazine-3-carboxamide